bis[4-(docosyl)phenyl]methylamine C(CCCCCCCCCCCCCCCCCCCCC)C1=CC=C(C=C1)C(C1=CC=C(C=C1)CCCCCCCCCCCCCCCCCCCCCC)N